FC=1C=C(C=NC1OCCO)C(=O)NC 5-fluoro-6-(2-hydroxyethoxy)-N-methylpyridine-3-carboxamide